1-methyl-4-{1-methyl-4-[3-methyl-1-(2,2,2-trifluoroethyl)-1H-pyrazol-5-yl]-1H-imidazol-2-yl}-1H-pyrazolo[4,3-c]pyridine-6-carboxamide CN1N=CC=2C(=NC(=CC21)C(=O)N)C=2N(C=C(N2)C2=CC(=NN2CC(F)(F)F)C)C